COC1=CC=C(CNC(CN2C(=NC(=C2)NC(=O)OCC(Cl)(Cl)Cl)C(=O)OCC)=O)C=C1 ethyl 1-(2-((4-methoxybenzyl)amino)-2-oxoethyl)-4-(((2,2,2-trichloroethoxy)carbonyl)amino)-1H-imidazole-2-carboxylate